2-(tert-butyl) 6-methyl-2-azaspiro[3.3]Heptane-2,6-dicarboxylate CC1(CC2(CN(C2)C(=O)OC(C)(C)C)C1)C(=O)[O-]